N1=CN=C2N=CNC2=C1.N1=CN=C2N=CNC2=C1 purine compound with purine